(2R,3R,3aS,6S,6aR)-6-((2-amino-3-fluoroquinolin-7-yl)oxy)-2-(4-amino-5-methyl-7H-pyrrolo[2,3-d]pyrimidin-7-yl)hexahydro-3aH-cyclopenta[b]furan-3,3a-diol 2,2,2-trifluoroacetate FC(C(=O)O)(F)F.NC1=NC2=CC(=CC=C2C=C1F)O[C@H]1CC[C@]2([C@@H]1O[C@H]([C@@H]2O)N2C=C(C1=C2N=CN=C1N)C)O